C(=O)(OC(C)(C)C)N1C(OC[C@@H]1C=O)(C)C (R)-3-Boc-2,2-dimethyl-oxazolidine-4-formaldehyde